2-[1-[6-Methyl-2-[2-(2-methylpyrazol-3-yl)morpholin-4-yl]-4-oxo-chromen-8-yl]ethylamino]benzoic acid CC=1C=C2C(C=C(OC2=C(C1)C(C)NC1=C(C(=O)O)C=CC=C1)N1CC(OCC1)C=1N(N=CC1)C)=O